C[C@@H]1O[C@@H](CN(C1)C1=CC=CC(=N1)C1=NC2=CC(=NC=C2C=C1)CNC(C1=CN=C(C(=C1)S(=O)(=N)C)C)=O)C N-((2-(6-((cis)-2,6-dimethylmorpholino)pyridin-2-yl)-1,6-naphthyridin-7-yl)methyl)-6-methyl-5-(S-methylsulfonimidoyl)nicotinamide